O(C1=CC=CC=C1)C=1C=C(C=CC1)C12CN(CC2C1)C(=O)C1CC2(C1)NC(OC2)=O (rac)-(2s,4s)-2-(1-(3-Phenoxyphenyl)-3-azabicyclo[3.1.0]hexane-3-carbonyl)-7-oxa-5-azaspiro[3.4]octan-6-one